methyl (E,E)-sorbate C(\C=C\C=C\C)(=O)OC